(1R,5S,6r)-6-(1-Ethyl-3-(5-(trifluoromethyl)pyridin-3-yl)-1H-pyrazol-5-yl)bicyclo[3.1.0]hexan-3-ol C(C)N1N=C(C=C1C1[C@H]2CC(C[C@@H]12)O)C=1C=NC=C(C1)C(F)(F)F